(2R,2'R)-2,2'-[6-oxa-3,9,15-triazabicyclo[9.3.1]pentadeca-1(15),11,13-triene-3,9-diyl]dipentanedioic acid C1=2CN(CCOCCN(CC(=CC=C1)N2)[C@@H](C(=O)O)CCC(=O)O)[C@@H](C(=O)O)CCC(=O)O